oct-6-en-3-one CCC(CCC=CC)=O